2-(3-methyltetrahydro-2H-pyran-3-carboxamido)-9-(5,6,7,8-tetrahydro-1,8-naphthyridin-2-yl)nonanoic acid CC1(COCCC1)C(=O)NC(C(=O)O)CCCCCCCC1=NC=2NCCCC2C=C1